tert-Butyl (1S,3R)-1-(5-(((R)-1-(tert-butoxycarbonyl)pyrrolidin-3-yl)oxy)thiophen-2-yl)-2-(2-fluoro-2-methylpropyl)-3-methyl-1,2,3,4-tetrahydro-9H-pyrido[3,4-b]indole-9-carboxylate C(C)(C)(C)OC(=O)N1C[C@@H](CC1)OC1=CC=C(S1)[C@H]1N([C@@H](CC2=C1N(C1=CC=CC=C21)C(=O)OC(C)(C)C)C)CC(C)(C)F